ClC1=CC(=C2C(=N1)N(N=C2)[C@@H]2OCC1(COC(O1)(C)C)[C@H]2OC(C)=O)N2C[C@@H]1[C@H](C2)CCC1 (6R,8R,9R)-8-(6-chloro-4-((3aR,6aS)-hexahydrocyclopenta[c]pyrrol-2(1H)-yl)-1H-pyrazolo[3,4-b]pyridin-1-yl)-9-acetoxy-2,2-dimethyl-1,3,7-trioxaspiro[4.4]nonane